(4-(6-amino-5-(trifluoromethyl)pyridin-3-yl)-1-(bicyclo[1.1.1]pentan-1-yl)-1H-imidazol-2-yl)(cyclopropyl)methanol pyrazino[2,3-c][1,8]naphthyridine-3-carboxylate N1=CC(=NC=2C=NC=3N=CC=CC3C21)C(=O)OC(C2CC2)C=2N(C=C(N2)C=2C=NC(=C(C2)C(F)(F)F)N)C21CC(C2)C1